2-amino-4-(aminosulfonyl)benzoic acid NC1=C(C(=O)O)C=CC(=C1)S(=O)(=O)N